C(CCC)NC1=NC(=NC(=N1)N)N N-butyl-melamine